[Si](Br)(Br)(Br)Br.[Mn] manganese silicon bromide